N1-((S)-4-methyl-1-oxo-1-(((S)-3-oxo-1-((S)-2-oxopyrrolidin-3-yl)-4-(2,3,5,6-tetrafluorophenoxy)butan-2-yl)amino)pentan-2-yl)-N2-phenyloxalamide CC(C[C@@H](C(N[C@@H](C[C@H]1C(NCC1)=O)C(COC1=C(C(=CC(=C1F)F)F)F)=O)=O)NC(C(=O)NC1=CC=CC=C1)=O)C